C(C1=CC=CC=C1)[C@@H]1N(C(OC1)=O)C([C@@H]([C@@H](C1=CC(=C(C(=C1)OC)C)OC)O[Si](C)(C)C(C)(C)C)OCCC1=CC=CC=C1)=O (4S)-4-benzyl-3-[(2R,3R)-3-[tert-butyl-(dimethyl)silyl]Oxy-3-(3,5-dimethoxy-4-methyl-phenyl)-2-(2-phenylethoxy)propionyl]Oxazolidin-2-one